4-[4-chloro-6-(1-methylpyrazol-4-yl)pyridin-2-yl]morpholine ClC1=CC(=NC(=C1)C=1C=NN(C1)C)N1CCOCC1